BrC=1C=C2CCN(C(C2=CC1)=O)CCOCCNC(OC(C)(C)C)=O tert-Butyl N-[2-[2-(6-bromo-1-oxo-3,4-dihydroisoquinolin-2-yl)ethoxy]ethyl]carbamate